3-bis(tert-butoxycarbonyl)aminopropionamide C(C)(C)(C)OC(=O)N(CCC(=O)N)C(=O)OC(C)(C)C